(4R,5R)-4-Hydroxy-5-((S)-5H-imidazo[5,1-a]isoindol-5-yl)-N-methyl-4,5,6,7-tetrahydrobenzo[d]thiazol-2-carboxamid O[C@@H]1[C@H](CCC2=C1N=C(S2)C(=O)NC)[C@@H]2N1C(C3=CC=CC=C23)=CN=C1